(E)-3-(o-tolylamino)but-2-enoic acid ethyl ester C(C)OC(\C=C(/C)\NC1=C(C=CC=C1)C)=O